2,2-dimethyl-3-oxo-3-(phenethylamino)propionic acid CC(C(=O)O)(C(NCCC1=CC=CC=C1)=O)C